10-chloro-2-[2-(3-chloro-2-pyridyl)-5-(2,2,2-trifluoroethoxy)pyrazol-3-yl]-4-oxo-benzo[g][3,1]benzoxazine-7-carbonitrile ClC1=C2C(=CC=3C(OC(=NC31)C=3N(N=C(C3)OCC(F)(F)F)C3=NC=CC=C3Cl)=O)C=C(C=C2)C#N